2,2-bis(3-methoxy-4-hydroxyphenyl)propane COC=1C=C(C=CC1O)C(C)(C)C1=CC(=C(C=C1)O)OC